ethyl 1-[6-(3-{[(tert-butoxy) carbonyl]amino}azetidin-1-yl)pyridin-3-yl]-6-chloro-7-[(2R)-2-{[(3-chloropyridin-2-yl)oxy]methyl}pyrrolidin-1-yl]-4-oxo-1,4-dihydroquinoline-3-carboxylate C(C)(C)(C)OC(=O)NC1CN(C1)C1=CC=C(C=N1)N1C=C(C(C2=CC(=C(C=C12)N1[C@H](CCC1)COC1=NC=CC=C1Cl)Cl)=O)C(=O)OCC